FC(C=1C=C(C=CC1)CN1C[C@H](CC2=CC=CC=C12)C=C)(F)F (3R)-1-[[3-(trifluoromethyl)phenyl]methyl]-3-vinyl-3,4-dihydro-2H-quinoline